O[C@@H](CO)C1=CC=C(C=N1)NC(=O)[C@@H]1O[C@]([C@H]([C@H]1C1=C(C(=C(C=C1)F)C)OCC)C)(C(F)(F)F)C (2R,3S,4S,5R)-N-(6-((R)-1,2-dihydroxyethyl)pyridin-3-yl)-3-(2-ethoxy-4-fluoro-3-methylphenyl)-4,5-dimethyl-5-(trifluoromethyl)tetrahydrofuran-2-carboxamide